CCCCCCCCC(CCCCCCCC)OC(CCCCCCCN(CCCCCC(OCCCCCCCCCC)=O)CCO)=O 8-[(2-hydroxyethyl)(6-oxo-6-decyloxyhexyl)amino]octanoic acid (heptadec-9-yl) ester